C(CCCCCCCCCCCCC)O tetradecan-1-ol